OCCNC1=NN(C=C1)C (hydroxyethyl)amino-1-methylpyrazole